O=S1(N(CCC1)C1=NC(=CC=C1C(C)=O)N1C=NC2=C1C=CC(=C2)NC=2N=NC(=CC2)C)=O 1-[2-(1,1-dioxo-1,2-thiazolidine-2-yl)-6-[5-[(6-methylpyridazin-3-yl)amino]benzimidazol-1-yl]-3-pyridinyl]ethanone